tert-butyl (S)-2-((2-(2,6-difluoro-4-(methylcarbamoyl)phenyl)-6-methyl-3H-imidazo[4,5-b]pyridin-3-yl)methyl)morpholine-4-carboxylate FC1=C(C(=CC(=C1)C(NC)=O)F)C1=NC=2C(=NC=C(C2)C)N1C[C@H]1CN(CCO1)C(=O)OC(C)(C)C